1,1,1-Trichloroethan tert-butyl-(R)-((3-(6'-(4-cyano-2-methoxyphenoxy)-4',5-dimethyl-[2,3'-bipyridine]-5'-carboxamido)phenyl)(methyl)(oxo)-λ6-sulfaneylidene)carbamate C(C)(C)(C)OC(N=[S@@](=O)(C)C1=CC(=CC=C1)NC(=O)C=1C(=C(C=NC1OC1=C(C=C(C=C1)C#N)OC)C1=NC=C(C=C1)C)C)=O.ClC(C)(Cl)Cl